C(=O)(OC(C)(C)C)C1=NC=CC=CC1=O Boc-3-Azepinone